2E-Hexen-1-ol C(=C\CCCC)/O